C(CCCCCCCCCCCCCCCCC)(=O)O.C(C=C)(=O)C(O)C(CO)(CO)CO Acryloyl-Pentaerythritol Monostearate